NCCOC=1C=C(C=CC1)C[C@H](C(=O)OC(C)(C)C)[C@@H]1CN(CC1)C(=O)OC(C)(C)C Tert-butyl (R)-3-((S)-3-(3-(2-aminoethoxy)phenyl)-1-(tert-butoxy)-1-oxopropane-2-yl)pyrrolidine-1-carboxylate